C1OCC12CN(C2)C(C)C2=CC=C(C=C2)C=2C=NC(=C(C(=O)O)C2)N 5-(4-(1-(2-oxa-6-azaspiro[3.3]heptan-6-yl)ethyl)phenyl)-2-aminonicotinic acid